5'-methyl-2'-((7-methyl-[1,2,4]triazolo[1,5-a]pyridin-6-yl)amino)-2,3,5,6-tetrahydrospiro[pyran-4,7'-pyrrolo[3,2-d]pyrimidine]-6'(5'H)-one CN1C(C2(C=3N=C(N=CC31)NC=3C(=CC=1N(C3)N=CN1)C)CCOCC2)=O